FC(C(=O)O)(F)F.FC=1C=C(C=NC1C1CCNCC1)NC1C(NC(CC1)=O)=O 3-[[5-fluoro-6-(4-piperidinyl)-3-pyridinyl]amino]piperidine-2,6-dione trifluoroacetate